N-((1R,4R)-4-(((2-((4-(3-oxa-8-azabicyclo[3.2.1]octan-8-yl)phenyl)amino)-5-fluoropyrimidin-4-yl)oxy)methyl)cyclohexyl)acetamide tert-butyl-N-[1-(5-bromopyrimidin-2-yl)ethyl]carbamate C(C)(C)(C)OC(NC(C)C1=NC=C(C=N1)Br)=O.[C@H]12COCC(CC1)N2C2=CC=C(C=C2)NC2=NC=C(C(=N2)OCC2CCC(CC2)NC(C)=O)F